(l)-3-[2-(2-chloro-4-cyclopropylmethoxybenzoyl)-1,2,3,4-tetrahydroisoquinolin-5-yl]-3-(7-methoxy-1-methyl-1H-benzo[d][1,2,3]triazol-5-yl)propionic acid ethyl ester C(C)OC(CC(C1=CC2=C(N(N=N2)C)C(=C1)OC)C1=C2CCN(CC2=CC=C1)C(C1=C(C=C(C=C1)OCC1CC1)Cl)=O)=O